4-(4-(4-Fluorobenzyl)-3,4-dihydro-2H-pyrido[4,3-b][1,4]thiazin-8-yl)benzonitrile FC1=CC=C(CN2C3=C(SCC2)C(=CN=C3)C3=CC=C(C#N)C=C3)C=C1